benzyl (2S,4R)-4-((((E)-6-ethoxy-6-oxohex-2-en-1-yl)oxy)methyl)-4-fluoro-1-((4-phenoxybutanoyl)glycyl)pyrrolidine-2-carboxylate C(C)OC(CC/C=C/COC[C@]1(C[C@H](N(C1)C(CNC(CCCOC1=CC=CC=C1)=O)=O)C(=O)OCC1=CC=CC=C1)F)=O